COC1=CC=C(C=C1)[C@H](C)N1C(CCC1)=O 1-[(1S)-1-(4-methoxyphenyl)ethyl]Pyrrolidin-2-one